N-[(1-cyclopentylazetidin-3-yl)methyl]-6,7-dimethoxy-1H,2H,3H-cyclopenta[b]quinolin-9-amine C1(CCCC1)N1CC(C1)CNC1=C2C(=NC=3C=C(C(=CC13)OC)OC)CCC2